Copper aluminum water O.[Al].[Cu]